(5-Hydroxy-[1,2,4]triazolo[4,3-a]quinoline-4-carbonyl)glycine OC1=C(C=2N(C3=CC=CC=C13)C=NN2)C(=O)NCC(=O)O